3-((dimethylamino)methyl)-4-(3-(methoxy-d3)phenyl)-1-(phenylsulfonyl)piperidin-4-ol vinyl-Neononanoate C(=C)C(C(=O)OC1(C(CN(CC1)S(=O)(=O)C1=CC=CC=C1)CN(C)C)C1=CC(=CC=C1)OC([2H])([2H])[2H])CCCC(C)(C)C